triethoxy(2,4-pentanedione) titanium [Ti].C(C)OC(C(CC(C)=O)=O)(OCC)OCC